(R)-but-3-en-2-yl-(2-oxoethyl)carbamic acid ethyl ester C(C)OC(N(CC=O)[C@H](C)C=C)=O